ClCC(=O)C1=C(C(=CC=C1)F)F 2-chloro-1-(2,3-difluorophenyl)ethan-1-one